CC1=CC=CC(=N1)C1=C(N=CN1)C=1C=C2C=C(C=NC2=CC1)C=1C=NC=2CNCCC2C1 3-[6-[5-(6-methyl-2-pyridyl)-1H-imidazol-4-yl]-3-quinolyl]-5,6,7,8-tetrahydro-1,7-naphthyridine